COC=1N=C2C(=CC=NC2=CC1OC)OC1=C(C=C(C=C1)NC(=O)C=1C(C(=C(N2C1COCC2)C)C=2SC=C(C2)C)=O)F N-[4-[(6,7-dimethoxy-1,5-naphthyridin-4-yl)oxy]-3-fluorophenyl]-6-methyl-7-(4-methylthiophen-2-yl)-8-oxo-3,4-dihydro-1H-pyrido[2,1-c][1,4]oxazine-9-carboxamide